hept-2-enoat C(C=CCCCC)(=O)[O-]